1,2-dioxainine O1OC=CC=C1